N-(4-fluorophenyl)-4-nitrobenzamide FC1=CC=C(C=C1)NC(C1=CC=C(C=C1)[N+](=O)[O-])=O